1-N'-(4-Fluorophenyl)-1-N-[4-[7-[1-(1-methylpiperidin-4-yl)pyrazol-4-yl]quinolin-4-yl]oxyphenyl]cyclopropane-1,1-dicarboxamide FC1=CC=C(C=C1)NC(=O)C1(CC1)C(=O)NC1=CC=C(C=C1)OC1=CC=NC2=CC(=CC=C12)C=1C=NN(C1)C1CCN(CC1)C